[N+](=O)([O-])C1=CC=C(C=C1)OC([C@@H](NC(=O)OC(C)(C)C)CC1=CC=CC=C1)=O (Boc)-L-phenylalanine 4-nitrophenyl ester